5-Chloro-3-methyl-8-(4-(pentafluoro-lambda6-sulfanyl)phenyl)pyrido[4,3-d]pyrimidin-4(3H)-one ClC1=NC=C(C=2N=CN(C(C21)=O)C)C2=CC=C(C=C2)S(F)(F)(F)(F)F